ClC=1C2=C(N=CN1)N(C=C2)[C@@H]2O[C@@H]([C@@]1([C@H]2OC(O1)(C)C)C)COC=1C=C(N)C=CC1 3-(((3aR,4R,6R,6aR)-6-(4-chloro-7H-pyrrolo[2,3-d]pyrimidin-7-yl)-2,2,3a-trimethyltetrahydrofuro[3,4-d][1,3]dioxol-4-yl)methoxy)aniline